(S,E)-Methyl-7-(1-(2-(2-adamantylamino)-2-oxoethyl)-2-oxo-1,2-dihydropyridin-3-ylamino)-6-(1-methyl-1H-imidazol-5-carboxamido)-7-oxohept-2-enoat COC(\C=C\CC[C@@H](C(=O)NC=1C(N(C=CC1)CC(=O)NC1C2CC3CC(CC1C3)C2)=O)NC(=O)C2=CN=CN2C)=O